FC(C(=O)O)(F)F.NC=1NC(C2=C(N1)NC(=C2C=2C=NN(C2)CC=2C=NC=CC2)C2=CC=C(C=C2)S(=O)(=O)N(C)C)=O 4-(2-Amino-4-oxo-5-(1-(pyridin-3-ylmethyl)-1H-pyrazol-4-yl)-4,7-dihydro-3H-pyrrolo[2,3-d]pyrimidin-6-yl)-N,N-dimethylbenzenesulfonamide, trifluoroacetic acid salt